2-(3,5-dichloro-4-((6'-methyl-2'-oxospiro[cyclobutane-1,3'-indolin]-5'-yl)oxy)phenyl)-3,5-dioxo-2,3,4,5-tetrahydro-1,2,4-triazine-6-carbonitrile ClC=1C=C(C=C(C1OC=1C=C2C3(C(NC2=CC1C)=O)CCC3)Cl)N3N=C(C(NC3=O)=O)C#N